N-(4-((3S,6S,12aS)-6-isobutyl-9-methoxy-1,4-dioxo-1,2,3,4,6,7,12,12a-octahydropyrazino[1',2':1,6]pyrido[3,4-b]indol-3-yl)butyl)benzamide C(C(C)C)[C@@H]1N2[C@@H](CC3=C1NC=1C=C(C=CC31)OC)C(N[C@H](C2=O)CCCCNC(C2=CC=CC=C2)=O)=O